5-hydroxypiperidine-3-carboxamide OC1CC(CNC1)C(=O)N